C(C)(C)(C)C1=NC=C(C=N1)C=1C=C(C=CC1)N(C1=NC=2N(C3=CC(=CC=C13)Cl)C=NN2)C N-(3-(2-(tert-butyl)pyrimidin-5-yl)phenyl)-8-chloro-N-methyl-[1,2,4]triazolo[4,3-a]quinazolin-5-amine